(S) or (R)-N-(amino(4-(2-hydroxypropan-2-yl)-5-methylthiophen-2-yl)(oxo)-λ6-sulfaneylidene)-2-(3-fluoro-2,6-diisopropylphenyl)acetamide N[S@@](=NC(CC1=C(C(=CC=C1C(C)C)F)C(C)C)=O)(=O)C=1SC(=C(C1)C(C)(C)O)C |o1:1|